4-iodo-1-(1-((2-(trimethylsilyl)ethoxy)methyl)-1H-pyrazol-5-yl)-1H-pyridine IC1=CCN(C=C1)C1=CC=NN1COCC[Si](C)(C)C